p-amino-phenylglycine NC1=CC=C(C(N)C(=O)O)C=C1